O=C1NC2(C3=CC(=CC=C13)C1=CNC3=NC=C(C=C31)NC(C3=CC(=NC=C3)N3CCNCC3)=O)CCCCC2 N-(3-(3'-oxospiro[cyclohexane-1,1'-isoindolin]-6'-yl)-1H-pyrrolo[2,3-b]pyridin-5-yl)-2-(piperazin-1-yl)isonicotinamide